N-(3-(bis(3-aminopropyl)amino)propyl)-4-methoxybenzamide NCCCN(CCCNC(C1=CC=C(C=C1)OC)=O)CCCN